C(=O)[O-].OCCC[N+](C)(C)C hydroxypropyltrimethylammonium formate salt